FC(C(=O)N1CCC2(CC(CN2)O)CC1)(F)F 2,2,2-trifluoro-1-(3-hydroxy-1,8-diazaspiro[4.5]decan-8-yl)ethanone